C(#N)N(C1=CC=C(C=C1)C1CCN(CC1)C(=O)OC(C)(C)C)CCC(=O)OCC tert-Butyl 4-[4-[cyano-(3-ethoxy-3-oxo-propyl)amino]phenyl]piperidine-1-carboxylate